(3ar,11as)-6-chloro-5-(3-hydroxypropyl)-10-methyl-1-(6-methyl-4-(trifluoromethyl)pyridin-2-yl)-1,3a,4,5,10,11a-hexahydro-2H-benzo[b]pyrrolo[2,3-f][1,4]diazocine-2,11(3H)-dione ClC1=CC=CC2=C1N(C[C@@H]1[C@@H](C(N2C)=O)N(C(C1)=O)C1=NC(=CC(=C1)C(F)(F)F)C)CCCO